6-(2-(Difluoro-methoxy)phenyl)-3-(((S)-10-hydroxy-7-((R)-2-phenylpiperazine-1-carbonyl)-7-aza-spiro[4.5]decan-10-yl)methyl)pyrimidin-4(3H)-one FC(OC1=C(C=CC=C1)C1=CC(N(C=N1)C[C@@]1(CCN(CC12CCCC2)C(=O)N2[C@@H](CNCC2)C2=CC=CC=C2)O)=O)F